N[C@@H](CC=1C=[N+](C=CC1)C)C(=O)O (S)-3-(2-amino-2-carboxyethyl)-1-methylpyridin-1-ium